(S)-2-(4-Bromo-5-chlorothiophen-2-carboxamido)-N6-ethyl-N1-(1-(2-(2-adamantylamino)-2-oxoethyl)-2-oxo-1,2-dihydropyridin-3-yl)-5-oxohexandiamid BrC=1C=C(SC1Cl)C(=O)N[C@H](C(=O)NC=1C(N(C=CC1)CC(=O)NC1C2CC3CC(CC1C3)C2)=O)CCC(C(=O)NCC)=O